FC1(C2CCCC12C1=CNC=2N=CN=C(C21)N[C@H]2CNCCC2)F 5-(6,6-difluorobicyclo[3.1.0]hexane-1-yl)-N-((R)-piperidin-3-yl)-7H-pyrrolo[2,3-d]pyrimidin-4-amine